FC(C(=O)OC(C)(C)C)(C1CCN(CC1)C1=CC=C(C=C1)[N+](=O)[O-])F tert-butyl 2,2-difluoro-2-[1-(4-nitrophenyl)-4-piperidyl]acetate